C(C1=CC=CC=C1)N1C(C2(NN=C(C2C1=O)C(=O)OCC)C)=O ethyl 5-benzyl-6a-methyl-4,6-dioxo-1,3a-dihydropyrrolo[3,4-c]pyrazole-3-carboxylate